4-(2-{[(4aS,7aR)-1-[(oxan-4-yl)methyl]-octahydro-1H-cyclopenta[b]pyridin-4a-yl]methoxy}-8-fluoro-4-(1,4-oxazepan-4-yl)pyrido[4,3-d]pyrimidin-7-yl)-5-ethynyl-6-fluoronaphthalen-2-ol O1CCC(CC1)CN1[C@H]2[C@@](CCC1)(CCC2)COC=2N=C(C1=C(N2)C(=C(N=C1)C1=CC(=CC2=CC=C(C(=C12)C#C)F)O)F)N1CCOCCC1